ClC=1C=C2C(=NC1OC)C(=C(N2C)C2=NNC(=N2)C(F)(F)F)C=2C=NNC2 chloro-5-methoxy-1-methyl-3-(1H-pyrazol-4-yl)-2-(5-(trifluoromethyl)-1H-1,2,4-triazol-3-yl)-1H-pyrrolo[3,2-b]pyridine